FC1=C(C=C(C=C1)C=1C(=NNC1)C1=NC(=CC=C1)C)C=1C=NN(C1)CCN1C(C2=CC=CC=C2C1=O)=O 2-(2-(4-(2-fluoro-5-(3-(6-methylpyridin-2-yl)-1H-pyrazol-4-yl)phenyl)-1H-pyrazol-1-yl)ethyl)isoindoline-1,3-dione